phenyl-silanetriol C1(=CC=CC=C1)[Si](O)(O)O